FC1=CC=C(C=C1)N1N=C(C=C1S(=O)(=O)C)C(=O)NC1=CC(=C(C=C1)C)C1=CN(C(C(=C1)N1CCOCC1)=O)C 1-(4-fluorophenyl)-N-(4-methyl-3-(1-methyl-5-morpholino-6-oxo-1,6-dihydropyridin-3-yl)phenyl)-5-(methylsulfonyl)-1H-pyrazole-3-carboxamide